N[C@H]1CN(CC[C@@H]1O)C1=NC2=C(N1CC1=C(C#N)C=CC=C1)C=CC=C2 ((2-((3S,4S)-3-amino-4-hydroxypiperidin-1-yl)-1H-benzo[d]imidazol-1-yl)methyl)benzonitrile